OCCCCCOC(C=C)=O acrylic acid-5-hydroxypentyl ester